(2R,6R)-4-(2-fluoro-4-methoxybenzoyl)-2,6-dimethylpiperazine-1-carboxylic acid tert-butyl ester C(C)(C)(C)OC(=O)N1[C@@H](CN(C[C@H]1C)C(C1=C(C=C(C=C1)OC)F)=O)C